OCCNC1=NC(=NC(=N1)NCCO)NC1=CC=C(C=C1)C(\C=C\C1=CC=C(C=C1)C(F)(F)F)=O (E)-1-[4-[[4,6-Bis(2-hydroxyethylamino)-1,3,5-triazin-2-yl]amino]phenyl]-3-[4-(trifluoromethyl)phenyl]prop-2-en-1-one